5-Cyclohexyl-1,2,3,4-tetrahydronaphthalene C1(CCCCC1)C1=C2CCCCC2=CC=C1